N-[[6-[(4-Pyrazol-1-ylphenyl)methoxy]-2-pyridyl]sulfonyl]-2-(2,2,4-trimethylpyrrolidin-1-yl)pyridin-3-carboxamid N1(N=CC=C1)C1=CC=C(C=C1)COC1=CC=CC(=N1)S(=O)(=O)NC(=O)C=1C(=NC=CC1)N1C(CC(C1)C)(C)C